6-(5-(trifluoromethyl)-2,3-dihydrobenzofuran-2-yl)picolinic acid FC(C=1C=CC2=C(CC(O2)C2=CC=CC(=N2)C(=O)O)C1)(F)F